OC(CO)C1=C(C=C(C=2N=CN(C21)C)C2=CC=C(C=C2)OC(F)(F)F)CN(C(OC(C)(C)C)=O)C tert-butyl N-[[4-(1,2-dihydroxyethyl)-3-methyl-7-[4-(trifluoromethoxy) phenyl] benzimidazol-5-yl] methyl]-N-methyl-carbamate